NCC1CCC(CC1)C(=O)N[C@@H](CC1=C(C=CC=C1)C)C(=O)NCCCC[C@H](NC(N[C@@H](CCC(=O)O)C(=O)O)=O)C(=O)O N6-{N-[(1r,4S)-4-(aminomethyl)cyclohexane-1-carbonyl]-2-methyl-L-phenylalanyl}-N2-{[(1S)-1,3-dicarboxypropyl]carbamoyl}-L-lysine